Decatetraenoic acid C(C=CC=CC=CC=CC)(=O)O